Methyl isonipecotate N1CCC(C(=O)OC)CC1